ethyl 4,5,6,7-tetrahydrothieno[3,2-c]pyridine-2-carboxylate S1C(=CC=2CNCCC21)C(=O)OCC